O=C(CCC(=O)NC)C=1C=NC=CC1 4-oxo-4-(3-pyridyl)-N-methylbutanamide